COC1=C(C(=CC=C1)OC)C1=CN(C2=NC(=CC=C21)NC(=O)NCCN(C)C)COCC[Si](C)(C)C 1-[3-(2,6-dimethoxyphenyl)-1-[[2-(trimethylsilyl)ethoxy]methyl]pyrrolo[2,3-b]pyridin-6-yl]-3-[2-(dimethylamino)ethyl]urea